N1-(4-fluoro-3-methoxyphenyl)benzene-1,2-diamine FC1=C(C=C(C=C1)NC=1C(=CC=CC1)N)OC